NC=1N=C2N(C=C(C=C2)C2=C(C(=CC=C2)F)C)C1C(=O)C1=NC=CC=C1 (2-amino-6-(3-fluoro-2-methylphenyl)imidazo[1,2-a]pyridin-3-yl)(pyridin-2-yl)methanone